ClC1=C(C=C(C=C1)N1CC=2N(C(C1)(C)C)N=C(C2)C(=O)O)F 5-(4-chloro-3-fluorophenyl)-7,7-dimethyl-4,5,6,7-tetrahydropyrazolo[1,5-a]pyrazine-2-carboxylic acid